Para-fluoroanisole FC1=CC=C(C=C1)OC